C(C)OC(CC(C(=O)OC)C1=CC=C(C(=O)OCC2=CC=CC=C2)C=C1)OCC Benzyl 4-(4,4-diethoxy-1-methoxy-1-oxobutan-2-yl)benzoate